C1(CCC1)CNCC1=C2C(=NC(=C1)C(=O)OC)C(CC2)(F)F methyl 4-{[(cyclobutylmethyl) amino] methyl}-7,7-difluoro-5H,6H-cyclopenta[b]pyridine-2-carboxylate